4-ethoxy-2,3-difluorobenzaldehyde C(C)OC1=C(C(=C(C=O)C=C1)F)F